OC1=CC(=CC2=CC(=CC(=C12)O)C(=O)O)C(=O)O 1,8-dihydroxynaphthalene-3,6-dicarboxylic acid